(S)-1-(3-chloro-4-methoxyphenyl)-5-(5-(3,5-dimethylisoxazol-4-yl)-1-(1-(methylsulfonyl)piperidin-4-yl)-1H-benzo[d]imidazol-2-yl)pyrrolidin-2-one ClC=1C=C(C=CC1OC)N1C(CC[C@H]1C1=NC2=C(N1C1CCN(CC1)S(=O)(=O)C)C=CC(=C2)C=2C(=NOC2C)C)=O